4-(2-(4-((1H-imidazol-1-yl)methyl)-1H-1,2,3-triazol-1-yl)ethyl)aniline Methyl-4-amino-3-chloro-5-fluoro-6-[7-fluoro-1-(methoxyacetyl)-1H-indol-6-yl]pyridin-2-carboxylat COC(=O)C1=NC(=C(C(=C1Cl)N)F)C1=CC=C2C=CN(C2=C1F)C(COC)=O.N1(C=NC=C1)CC=1N=NN(C1)CCC1=CC=C(N)C=C1